CC=1C=CC=2N(C3=CC=C(C=C3C2C1)C)C1=CC=C(C=C1)C1=C(C(=CC(=N1)N1C2=CC=CC=C2C=2C=C(C=CC12)C)C1=C(C=CC=C1)C1=CC(=NC(=C1)C1=CC(=NC(=C1)C1=CC=CC=C1)C1=CC=CC=C1)C1=CC(=NC(=C1)C1=CC=CC=C1)C1=CC=CC=C1)N1C2=CC=CC=C2C=2C=C(C=CC12)C 9,9'-(6-(4-(3,6-dimethyl-9H-carbazol-9-yl)phenyl)-4-(2-(2,2'',6,6''-tetraphenyl-[4,2':6',4''-terpyridin]-4'-yl)phenyl)pyridine-2,5-diyl)bis(3-methyl-9H-carbazole)